2-(3-chloro-4-(methylsulfonyl)phenyl)-3-cyclopentyl-N-(pyrazin-2-yl)propionamide ClC=1C=C(C=CC1S(=O)(=O)C)C(C(=O)NC1=NC=CN=C1)CC1CCCC1